2-{3-[2-(1-{[3,5-bis(difluoromethyl)-1H-pyrazol-1-yl] acetyl} piperidin-4-yl)-1,3-thiazol-4-yl]-4,5-dihydro-1,2-oxazol-5-yl}-3-chlorophenyl mesylate S(C)(=O)(=O)OC1=C(C(=CC=C1)Cl)C1CC(=NO1)C=1N=C(SC1)C1CCN(CC1)C(CN1N=C(C=C1C(F)F)C(F)F)=O